OC(C)C1=CC=C(C=C1)[C@@H]1N(C[C@H](CC1)C)C(C(=O)NC=1C=C(C(=NC1)NC(OC(C)(C)C)=O)C)=O tert-butyl N-[5-[[2-[(2R,5S)-2-[4-(1-hydroxyethyl)phenyl]-5-methyl-1-piperidyl]-2-oxo-acetyl]amino]-3-methyl-2-pyridyl]carbamate